C1(CC1)CN1C(N(C(C1=O)=O)CC1=NC(=NO1)CC(=O)N(CC1COCC1)C1=C(C=CC=C1)OC)=O (5-((3-(cyclopropylmethyl)-2,4,5-trioxoimidazolidin-1-yl)methyl)-1,2,4-oxadiazol-3-yl)-N-(2-methoxyphenyl)-N-((tetrahydrofuran-3-yl)methyl)acetamide